3-amino-5-(1-methyl-1H-pyrazol-4-yl)benzenesulfonamide NC=1C=C(C=C(C1)C=1C=NN(C1)C)S(=O)(=O)N